C[C@]12CCCC(O1)C3=C(O2)C=C4C(=C3O)C(=O)C5=C(C4=O)C=C(C=C5O)O The molecule is an organic heteropentacyclic compound that is 3,4,5,6-tetrahydro-2H-2,6-epoxyanthra[2,3-b]oxocine-8,13-dione substituted at position 2 by a methyl group and at positions 7, 9 and 11 by hydroxy groups (the S,S-diastereomer) It has a role as a fungal metabolite. It is an organic heteropentacyclic compound, a polyketide, a cyclic ketal and a polyphenol.